CC1=NN(C(=C1CNC(=O)C1=CN(C2=C1C(N(C=C2C)C)=O)C)C)C2=CC(=CC=C2)C N-((3,5-dimethyl-1-(3-methylphenyl)-1H-pyrazol-4-yl)methyl)-1,5,7-trimethyl-4-oxo-4,5-dihydro-1H-pyrrolo[3,2-c]pyridine-3-carboxamide